3-((2-(4-amino-4-methylpiperidin-1-yl)pyrido[2,3-b]pyrazin-6-yl)thio)-2-chlorobenzonitrile NC1(CCN(CC1)C=1N=C2C(=NC1)N=C(C=C2)SC=2C(=C(C#N)C=CC2)Cl)C